O[C@@H]1CN(CC1)C1=C(C#N)C=CC=C1 (S)-2-(3-hydroxypyrrolidin-1-yl)benzonitrile